2-(4-(2-hydroxyethyl)piperazin-1-yl)acetamid OCCN1CCN(CC1)CC(=O)N